(rac)-trans-3-amino-1-(N-(1-(aminomethyl)cyclopropyl)sulfamoyl)-4-(3-boronopropyl)pyrrolidine-3-carboxylic acid N[C@@]1(CN(C[C@H]1CCCB(O)O)S(NC1(CC1)CN)(=O)=O)C(=O)O |r|